(3R,5R,8R,9R,10S,13S,14S,17R)-13-methyl-3-(methyl-d3)-17-(oxetan-3-yl)-2,4,5,6,7,8,9,10,11,12,14,15,16,17-tetradecahydro-1H-cyclopenta[a]phenanthren-3-ol C[C@@]12[C@H](CC[C@H]1[C@@H]1CC[C@@H]3C[C@@](CC[C@@H]3[C@H]1CC2)(O)C([2H])([2H])[2H])C2COC2